trans-1-(6-((3-tert-butylphenyl)amino)pyrimidin-4-yl)-4-(3,4-Dihydroisoquinolin-2(1H)-yl)piperidin-3-ol C(C)(C)(C)C=1C=C(C=CC1)NC1=CC(=NC=N1)N1C[C@H]([C@@H](CC1)N1CC2=CC=CC=C2CC1)O